[C@H]12CNC[C@@H]2C1C1=NOC2=C1C=CC=C2 3-[(1R,5S,6r)-3-azabicyclo[3.1.0]Hex-6-yl]-1,2-benzoxazole